(2R)-4,4-Difluoro-2-(4-fluorophenyl)-N-[4-(5'-methyl-4'-oxo-3'-phenyl-1',4',5',7'-tetrahydrospiro-[cyclobutan-1,6'-pyrrolo[3,2-c]pyridin]-2'-yl)pyridin-2-yl]butanamid FC(C[C@@H](C(=O)NC1=NC=CC(=C1)C1=C(C=2C(N(C3(CC2N1)CCC3)C)=O)C3=CC=CC=C3)C3=CC=C(C=C3)F)F